C(C)(C)(C)C(C(NC1=CC=CC=C1)=O)N(C(\C(=C(\C1=CC(=C(C(=C1)[N+](=O)[O-])O)OC)/O)\C#N)=O)C tert-butyl-(Z)-2-cyano-3-hydroxy-3-(4-hydroxy-3-methoxy-5-nitrophenyl)-N-methyl-N-(2-oxo-2-(phenylamino)ethyl)acrylamide